(R)-5-(2-((3,3-dimethylbutan-2-yl)amino)-2-oxoacetyl)-N-(4-fluoro-3-methylphenyl)-1,2,4-trimethyl-1H-pyrrole-3-carboxamide CC([C@@H](C)NC(C(=O)C1=C(C(=C(N1C)C)C(=O)NC1=CC(=C(C=C1)F)C)C)=O)(C)C